S(=O)(=O)(O)[O-].C(C)N1C=[N+](C=C1)C 1-ethyl-3-methylimidazolium hydrogen sulfate